5-((4-(4-((3-amino-5-((3S,4S)-4-amino-3-methyl-2-oxa-8-azaspiro[4.5]decane-8-yl)pyrazin-2-yl)thio)pyridin-2-yl)piperazin-1-yl)methyl)-2-(2,6-dioxopiperidin-3-yl)isoindole NC=1C(=NC=C(N1)N1CCC2([C@@H]([C@@H](OC2)C)N)CC1)SC1=CC(=NC=C1)N1CCN(CC1)CC1=CC2=CN(C=C2C=C1)C1C(NC(CC1)=O)=O